CN(S(=O)(=O)C1=CC=C(C=C1)S(=O)(=O)Cl)C 4-(Dimethylsulfamoyl)benzene-1-sulfonyl chloride